C[C@H]1[C@@H](CCC2(CC[C@]3([C@@]4(CC[C@H]5C(C6=C(C=NO6)CC5(C4CC=C3C12)C)(C)C)C)C)C(=O)O)C (1S,2R,6aS,6bR,8aR,12aR,12bR)-1,2,6a,6b,9,9,13a-heptamethyl-1,2,3,4,4a,5,6,6a,6b,7,8,8a,9,13,13a,13b,14,15b-octadecahydropiceno[2,3-d]isoxazole-4a-carboxylic acid